NC1=CC=C2CC(NC(C2=C1)=O)CN(C)C 7-amino-3-((dimethylamino)methyl)-3,4-dihydroisoquinolin-1(2H)-one